5-[[(6-methoxy-5-methyl-2,3-dihydropyridin-3-yl)amino]methylidene]-2,2-dimethyl-1,3-dioxane-4,6-dione COC=1C(=CC(CN1)NC=C1C(OC(OC1=O)(C)C)=O)C